COC=1C=C2C(=NC(=NC2=CC1OC)C)N[C@H](C)C=1C=C(C=CC1)C1=CC(=CC=C1)S(=O)(=O)C 6,7-dimethoxy-2-methyl-N-{(1R)-1-[3'-(methylsulfonyl)biphenyl-3-yl]ethyl}quinazolin-4-amine